(S)-4-((2-((6,6-dimethyl-4,5,6,7-tetrahydrobenzo[b]thiophen-7-yl)amino)-3,4-dioxocyclobut-1-en-1-yl)amino)-3-hydroxy-N,N-dimethylpicolinamide CC1(CCC2=C(SC=C2)[C@H]1NC1=C(C(C1=O)=O)NC1=C(C(=NC=C1)C(=O)N(C)C)O)C